ClC=1C=C(NC1)C(=O)NC(C(=O)O)\C=C\C(C)(C)C (E)-2-(4-chloro-2-pyrrolylcarbonylamino)-5,5-dimethyl-3-hexenoic acid